C12CN(CCC2O1)C(=O)OCC1=CC=CC=C1 Benzyl 7-oxa-3-azabicyclo[4.1.0]heptane-3-carboxylate